2-[2-(diethylamino)ethoxy]-N,N-diethyl-acetamide C(C)N(CCOCC(=O)N(CC)CC)CC